ClC1=CC=CC=2C(N=C3N(C12)C1=CC(=CC=C1C31CCCCC1)C1CNCCC1)=O chloro-10'-(piperidin-3-yl)-5'H-spiro[cyclohexane-1,7'-indolo[1,2-a]quinazolin]-5'-one